O1C[C@@H](C2=C1C=CC=C2)C[C@@H](NC(=O)[C@H]2[C@H]1CC[C@@H](C2)O1)B(O)O [(1S)-2-[(3R)-2,3-dihydro-1-benzofuran-3-yl]-1-{[(1R,2R,4S)-7-oxabicyclo[2.2.1]heptan-2-yl]formamido}ethyl]boronic acid